COC(C1=C(C(=CC=C1C)C(C)=O)O)=O.C[Si](N([Si](C)(C)C)CC)(C)C.[Li] lithium 1-[N,N-bis(trimethylsilyl)]aminoethane Methyl-3-acetyl-2-hydroxy-6-methylbenzoate